NC1=NC=C(C=N1)N(C(C1=CC=C(C(=O)N(C2CCNCC2)C)C=C1)=O)C N1-(2-aminopyrimidin-5-yl)-N1,N4-dimethyl-N4-(piperidin-4-yl)terephthalamide